C(CCCCCCC)[Si](OC1=CC=CC=C1)(OC1=CC=CC=C1)OC1=CC=CC=C1 octyl-triphenoxysilane